N1C(=CNC=C1)O 1,4-DIHYDROPYRAZIN-2-OL